C(CCCSSSCCCC(=O)O)(=O)O 4,4'-trithiodibutyric acid